C1(CC1)CN1C(=CC2=CC=C(C=C12)OC)C=1N=C2N(C=CC(=C2)C(=O)O)C1COC 2-(1-(cyclopropylmethyl)-6-methoxy-1H-indol-2-yl)-3-(methoxymethyl)imidazo[1,2-a]pyridine-7-carboxylic acid